C(C)(=O)O[C@H]1[C@@H](O[C@]([C@H]1OCC1=CC=CC=C1)(C)COCC1=CC=CC=C1)N1C(N=C(C=C1)NC(C1=CC=CC=C1)=O)=O (2R,3R,4S,5R)-2-(4-benzamido-2-oxopyrimidin-1(2H)-yl)-4-(benzyloxy)-5-((benzyloxy)methyl)-5-methyltetrahydrofuran-3-yl acetate